(E)-3-(6-aminopyridin-3-yl)-N-((5-(4-(4,4-difluoropiperidine-1-carbonyl)-2-fluorophenyl)-7-(trifluoromethyl)benzofuran-2-yl)methyl)acrylamide NC1=CC=C(C=N1)/C=C/C(=O)NCC=1OC2=C(C1)C=C(C=C2C(F)(F)F)C2=C(C=C(C=C2)C(=O)N2CCC(CC2)(F)F)F